2-(4-(methoxymethylene)cyclohexyl)acetonitrile COC=C1CCC(CC1)CC#N